NC1=NC=CC=C1C1=NC=2C(=NC(=CC2)C=2C(=NN(C2)C)C)N1C1=CC=C(CN2CCC(CC2)NC2=NC(=NC=C2)C#N)C=C1 4-((1-(4-(2-(2-Aminopyridin-3-yl)-5-(1,3-dimethyl-1H-pyrazol-4-yl)-3H-imidazo[4,5-b]pyridin-3-yl)benzyl)piperidin-4-yl)amino)pyrimidine-2-carbonitrile